(7-chloro-1H-benzo[d]imidazol-5-yl)methylamine ClC1=CC(=CC2=C1NC=N2)CN